C1CCN2CCCC3=C2C1=CC=C3 2,3,6,7-tetrahydro-1H,5H-benzo[ij]quinolizin